ClC(=O)[C@](O)([C@](O)([C@H](O)COC(C)=O)C(C)=O)C(C)=O 1-chloro-2,3,5-O-triacetyl-D-ribose